7-Chloro-3-methyl-8-quinolinecarboxylic acid ClC1=CC=C2C=C(C=NC2=C1C(=O)O)C